γ-undecanolactone C1(CC(CCCCCCCC)O1)=O